2-(4-((2,4-dioxo-3-phenethyl-3,4-dihydroquinazolin-1(2H)-yl)methyl)-3-fluorophenyl)-N-hydroxyacetamide O=C1N(C2=CC=CC=C2C(N1CCC1=CC=CC=C1)=O)CC1=C(C=C(C=C1)CC(=O)NO)F